(2S)-1-(3,4-dichlorophenyl)-2-methyl-piperazine ClC=1C=C(C=CC1Cl)N1[C@H](CNCC1)C